glucoheptonic acid C([C@H]([C@H]([C@@H]([C@H]([C@H](C(=O)O)O)O)O)O)O)O